2-(6-oxo-5-(phenethylamino)-2-phenylpyrimidin-1(6H)-yl)acetic acid O=C1C(=CN=C(N1CC(=O)O)C1=CC=CC=C1)NCCC1=CC=CC=C1